CC=1C=CC(=C(CN)C1)O 5-methyl-2-hydroxybenzylamine